m-xylenedimethanol C=1(C(=C(C(=CC1)CO)C)CO)C